(S)-6-(4-((4,4-difluoro-2-(hydroxymethyl)pyrrolidin-1-yl)sulfonyl)-2-methylphenyl)-3-fluoropyridinecarbonitrile FC1(C[C@H](N(C1)S(=O)(=O)C1=CC(=C(C=C1)C1=CC=C(C(=N1)C#N)F)C)CO)F